BrC=1C(=CC(=C(C1)NC(=O)N1[C@@H]2CC=3C(=CNC(C3)=O)[C@H]1CC2)F)Cl (6S,9R)-N-(5-bromo-4-chloro-2-fluorophenyl)-3-oxo-3,5,6,7,8,9-hexahydro-2H-6,9-epiminocyclohepta[c]pyridine-10-carboxamide